benzyl (3-(4-nitrophenylsulfonimidoyl)propyl)carbamate [N+](=O)([O-])C1=CC=C(C=C1)S(=O)(=N)CCCNC(OCC1=CC=CC=C1)=O